cis-8-dimethylamino-8-phenyl-3-(2-pyridin-2-yl-pyrimidin-5-yl)-1,3-diazaspiro[4.5]decan-2-one CN(C1(CCC2(CN(C(N2)=O)C=2C=NC(=NC2)C2=NC=CC=C2)CC1)C1=CC=CC=C1)C